8-n-heptyl-5-(p-toluenesulfonyl)imidazo[1,2-a]pyrazine C(CCCCCC)C=1C=2N(C(=CN1)S(=O)(=O)C1=CC=C(C)C=C1)C=CN2